C1(CC1)C=1N=C(N=NC1C1=C(C=C(C=O)C=C1)OCOCC)N[C@H]1CN(CCC1)C([2H])([2H])[2H] (R)-4-(5-cyclopropyl-3-((1-(methyl-d3)piperidin-3-yl)amino)-1,2,4-triazine-6-yl)-3-(ethoxymethoxy)benzaldehyde